ethyl 4-methyl-1,5-diphenyl-1H-pyrazole-3-carboxylate CC=1C(=NN(C1C1=CC=CC=C1)C1=CC=CC=C1)C(=O)OCC